benzoinden C1C=CC2=CC=C3C(=C12)C=CC=C3